N-cyclopropyl-2-(difluoromethoxy)-6-methoxy-4-[7-[2-[methyl(2-pyridyl)amino]ethoxy]imidazo[1,2-a]pyridin-3-yl]benzamide C1(CC1)NC(C1=C(C=C(C=C1OC)C1=CN=C2N1C=CC(=C2)OCCN(C2=NC=CC=C2)C)OC(F)F)=O